1-(4-(2-(2,6-dimethylpyridin-4-yl)-3-isopropyl-1H-indol-5-yl)piperidin-1-yl)-2,2-difluoroethan-1-one CC1=NC(=CC(=C1)C=1NC2=CC=C(C=C2C1C(C)C)C1CCN(CC1)C(C(F)F)=O)C